N-(5-bromo-4-(trifluoromethyl)pyridin-2-yl)-4-(5-fluoropyridin-2-yl)thiazol-2-amine BrC=1C(=CC(=NC1)NC=1SC=C(N1)C1=NC=C(C=C1)F)C(F)(F)F